tert-butyl (3r,4r)-4-(((7-((tert-butoxycarbonyl) (3-methyl-4-(pyridin-2-yl) benzyl) amino)-3-isopropylpyrazolo[1,5-a]pyrimidin-5-yl) amino) methyl)-3-hydroxypiperidine-1-carboxylate C(C)(C)(C)OC(=O)N(C1=CC(=NC=2N1N=CC2C(C)C)NC[C@@H]2[C@H](CN(CC2)C(=O)OC(C)(C)C)O)CC2=CC(=C(C=C2)C2=NC=CC=C2)C